2,2-Dimethyl-2,3-dihydrobenzofuran-7-acetate CC1(OC2=C(C1)C=CC=C2CC(=O)[O-])C